ClC1=CC=C2C(=CC(N(C2=N1)C1=C(C=CC=C1)Cl)=O)O 7-chloro-1-(2-chlorophenyl)-4-hydroxy-1,8-naphthyridin-2(1H)-one